C1(CC1)CNS(N[C@H]1CO[C@@H](CC1)CN1CCC2(CN(C2)C2=NC=NC=C2OC2=C(C=C(C=C2)F)C(=O)N2[C@@H](COC[C@H]2C)C)CC1)(=O)=O (Cyclopropylmethyl)({[(3R,6S)-6-{[2-(5-{2-[(3R,5R)-3,5-dimethylmorpholine-4-carbonyl]-4-fluorophenoxy}pyrimidin-4-yl)-2,7-diazaspiro[3.5]nonan-7-yl]methyl}oxan-3-yl]sulfamoyl})amine